C(#N)C=1C=NN2C1C(=CC(=C2)C=2C=NN(C2)C2CCN(CC2)C(=O)C=2C=C(C=CC2)NS(=O)(=O)C=C)OC N-(3-(4-(4-(3-cyano-4-methoxypyrazolo[1,5-a]pyridin-6-yl)-1H-pyrazol-1-yl)piperidine-1-carbonyl)phenyl)eth-enesulfonamide